C(C)OC(=O)C1=CC2=NC=CC=C2N1 1H-pyrrolo[3,2-b]Pyridine-2-carboxylic acid ethyl ester